O=C1C=C(OC=C1)C(=O)OC(C)C isopropyl 4-oxo-4H-pyran-2-carboxylate